2-cyanobenzene C(#N)C1=CC=CC=C1